3-Chloropropanamine hydrochloride Cl.ClCCCN